4-(4-((1R,5S)-3,8-diazabicyclo[3.2.1]octan-3-yl)-8-fluoro-2-(((2R,7aS)-2-fluorotetrahydro-1H-pyrrolizin-7a(5H)-yl)methoxy)-6-(1H-pyrazol-4-yl)quinazolin-7-yl)naphthalen-2-ol [C@H]12CN(C[C@H](CC1)N2)C2=NC(=NC1=C(C(=C(C=C21)C=2C=NNC2)C2=CC(=CC1=CC=CC=C21)O)F)OC[C@]21CCCN1C[C@@H](C2)F